(2'S,4R)-3-deuterio-2-ethyl-2'-methyl-1'-[[1-(2-methylsulfonylethyl)triazol-4-yl]methyl]spiro[6,7-dihydrothieno[3,2-c]pyran-4,4'-piperidine] [2H]C1=C(SC2=C1[C@@]1(C[C@@H](N(CC1)CC=1N=NN(C1)CCS(=O)(=O)C)C)OCC2)CC